COC1=CC=C(C=C1)[P@](OC)(=O)C1=CC=CC=C1 Methyl (S)-(4-methoxyphenyl)(phenyl)phosphinate